4-(1-methyl-1,2,3,6-tetrahydropyridin-4-yl)isoindoline-2-carbonitrile CN1CCC(=CC1)C1=C2CN(CC2=CC=C1)C#N